N-(3-(2-(1,1-difluoroethyl)-6-methoxypyrimidin-4-yl)-1-methyl-1H-pyrazolo[3,4-c]pyridin-5-yl)acetamide FC(C)(F)C1=NC(=CC(=N1)C1=NN(C2=CN=C(C=C21)NC(C)=O)C)OC